4-(trifluoromethyl)indoline hydrochloride Cl.FC(C1=C2CCNC2=CC=C1)(F)F